ClC=1C=CC(=NC1)N1N=C(C=C1C(=O)O)C(F)(F)F 1-(5-chloropyridin-2-yl)-3-(trifluoromethyl)-1H-pyrazole-5-carboxylic acid